NC1=NC(=C(C(=C1C#N)C1=CC(=CC=C1)C=1SC=CC1)C#N)N1CCCCC1 2-amino-6-(piperidin-1-yl)-4-(3-(thiophen-2-yl)phenyl)pyridine-3,5-dicarbonitrile